BrC1=NN2C(C(=NC(=C2)C)Cl)=C1 2-bromo-4-chloro-6-methyl-pyrazolo[1,5-a]pyrazine